pyrazolo[4,3-c]pyridine-6-carboxylic acid N=1N=CC2=CN=C(CC21)C(=O)O